diisopropyltin distearate C(CCCCCCCCCCCCCCCCC)(=O)[O-].C(CCCCCCCCCCCCCCCCC)(=O)[O-].C(C)(C)[Sn+2]C(C)C